2-chloro-4-hydroxy-6-(2-methoxyphenyl)-7-nitroquinazoline ClC1=NC2=CC(=C(C=C2C(=N1)O)C1=C(C=CC=C1)OC)[N+](=O)[O-]